N-[(1S)-1-[(2-chloro-5-morpholino-phenyl)methyl]-2-[4-(3,5-dimethyl-1H-pyrazol-4-yl)anilino]-2-oxo-ethyl]-2-methyl-pyrazole-3-carboxamide ClC1=C(C=C(C=C1)N1CCOCC1)C[C@@H](C(=O)NC1=CC=C(C=C1)C=1C(=NNC1C)C)NC(=O)C=1N(N=CC1)C